3-{3-[(2-tert-butylphenoxy)methyl]azetidin-1-yl}-3-oxopropanoic acid C(C)(C)(C)C1=C(OCC2CN(C2)C(CC(=O)O)=O)C=CC=C1